(2S,5R)-2-[[(tert-butyldimethylsilyl)oxy]methyl]-3-methyl-6-(prop-2-en-1-yloxy)-1,6-diazabicyclo[3.2.1]oct-3-en-7-one [Si](C)(C)(C(C)(C)C)OC[C@H]1N2C(N([C@H](C=C1C)C2)OCC=C)=O